(S)-N-(4-(5-(2-(3-Hydroxypiperidin-1-yl)-6-methylpyrimidin-4-yl)-1,3,4-oxadiazol-2-yl)-3-(6-azaspiro[2.5]octan-6-yl)phenyl)-2-hydroxyethane-1-sulfonamide O[C@@H]1CN(CCC1)C1=NC(=CC(=N1)C1=NN=C(O1)C1=C(C=C(C=C1)NS(=O)(=O)CCO)N1CCC2(CC2)CC1)C